ClC=1C(=C(C=CC1Cl)O)C1CC12CCN(CC2)CCO 3,4-Dichloro-2-(6-(2-hydroxyethyl)-6-azaspiro[2.5]oct-1-yl)phenol